FC1=CC=C(CCN=C=O)C=C1 4-Fluorophenethylisocyanat